8-((S)-2-Hydroxy-3-piperidin-1-yl-propoxy)-6,6-dimethyl-6H-benzo[b]naphtho[2,3-d]furan-11-one O[C@H](COC=1C=C2C(C3=C(C4=C(O3)C=CC=C4)C(C2=CC1)=O)(C)C)CN1CCCCC1